tert-butyl 4-{[(3-{[2-(4-methoxyphenyl)quinolin-4-yl]amino}propyl)amino]methyl}-piperidine-1-carboxylate COC1=CC=C(C=C1)C1=NC2=CC=CC=C2C(=C1)NCCCNCC1CCN(CC1)C(=O)OC(C)(C)C